CC1=C(C(CCC1)(C)C)CC(C=C)=O (2,6,6-trimethylcyclohex-1-en-1-yl)but-3-en-2-one